C[N+](CCCC)(C)C N,N,N-trimethyl-N-butylaminium